[Pt](Cl)Cl platinum (ii) dichloride